2-bromo-1-(6-bromopyridin-2-yl)butan-1-one tert-Butyl-4-{[4-amino-5-(7-methoxy-5-methyl-1-benzothiophen-2-yl)-6-methylpyrrolo[2,1-f][1,2,4]-triazin-7-yl]methyl}piperazine-1-carboxylate C(C)(C)(C)OC(=O)N1CCN(CC1)CC1=C(C(=C2C(=NC=NN21)N)C=2SC1=C(C2)C=C(C=C1OC)C)C.BrC(C(=O)C1=NC(=CC=C1)Br)CC